ClC1=NC(=C2C(=N1)N(N=C2)[C@H]2[C@@H]([C@@H]([C@H](O2)CO[C@](COCC(=O)O)(CO)P(=O)(O)O)O)O)NC2CCCC2 ((R)-2-(((2R,3S,4R,5R)-5-(6-chloro-4-(cyclopentylamino)-1H-pyrazolo[3,4-d]pyrimidin-1-yl)-3,4-dihydroxytetrahydrofuran-2-yl)methoxy)-3-hydroxy-2-phosphonopropoxy)acetic acid